CON(C(=O)NC)CC1=CC=C(C=C1)C1=NOC(=N1)C(F)(F)F 1-Methoxy-3-methyl-1-[[4-[5-(trifluoromethyl)-1,2,4-oxadiazole-3-yl]phenyl]methyl]urea